COC1=CC=C(CO[C@@H]2C[C@H](N(C2)C(=O)OC(C)(C)C)C(=O)OC)C=C1 1-(tert-Butyl) 2-methyl (2S,4R)-4-((4-methoxybenzyl)oxy)pyrrolidine-1,2-dicarboxylate